C1(CC1)C1=CC(=NN1)NC1=NC(=NC2=CC=CC=C12)N1C2CN(C(C1)C2)C(=O)NC2=CC=CC=C2 5-(4-((5-cyclopropyl-1H-pyrazole-3-yl)amino)quinazolin-2-yl)-N-phenyl-2,5-diazabicyclo[2.2.1]heptane-2-carboxamide